(R)-6-(6-ethoxypyridin-3-yl)-N-(1-fluoro-4-methoxy-6,7-dihydro-5H-cyclopenta[c]pyridin-6-yl)pyrazine-2-carboxamide C(C)OC1=CC=C(C=N1)C1=CN=CC(=N1)C(=O)N[C@@H]1CC2=C(C(=NC=C2OC)F)C1